O=S1(CC(CC1)N1CN(C2=CC=C(C=C2C1=O)C(F)(F)F)C1=C(C=C(C=C1)F)C)=O 3-(1,1-dioxidotetrahydrothiophen-3-yl)-1-(4-fluoro-2-methylphenyl)-6-(trifluoromethyl)-2,3-dihydroquinazolin-4(1H)-one